C(CCCCC)N1CC(=C(C2=CC=C3C(=C12)C=CC=C3)O)C(C(F)(F)F)=O 1-hexyl-4-hydroxy-3-(2,2,2-trifluoroethan-1-on-1-yl)-benzo[h]quinolin